(3Z,6Z,9Z)-heptadeca-1,3,6,9-tetraene C=C\C=C/C\C=C/C\C=C/CCCCCCC